5-((4-((5,5-dimethyl-2,4-dioxo-3-(4-((trifluoromethyl)thio)phenyl)imidazolidin-1-yl)methyl)pyridin-2-yl)amino)-N,N-dimethylnicotinamide CC1(C(N(C(N1CC1=CC(=NC=C1)NC=1C=NC=C(C(=O)N(C)C)C1)=O)C1=CC=C(C=C1)SC(F)(F)F)=O)C